O=C1NC(CCC1NC(=O)C1=NC(=CC=C1)N1CCC2(CC1)CCC(CC2)N2CCN(CC2)C2=CC=C(C=C2)[N+](=O)[O-])=O N-(2,6-dioxo-3-piperidyl)-6-[9-[4-(4-nitrophenyl)piperazin-1-yl]-3-azaspiro[5.5]undecan-3-yl]pyridine-2-carboxamide